C(C)(=O)OCN1C(N(C(C(=C1)Br)=O)[C@H](CNC1(COC1)C)C)=O [5-bromo-3-[(S)-1-methyl-2-(3-methyl-oxetan-3-ylamino)-ethyl]-2,4-dioxo-3,4-dihydro-2H-pyrimidin-1-yl]-methyl acetate